5-chloro-N2-(2-isopropoxy-5-methyl-4-((cis)-1,2,6-tri-methyl-1,2,3,6-tetrahydropyridin-4-yl)phenyl)-N4-(2-(isopropylsulfonyl)phenyl)pyrimidine-2,4-diamine ClC=1C(=NC(=NC1)NC1=C(C=C(C(=C1)C)C=1C[C@@H](N([C@@H](C1)C)C)C)OC(C)C)NC1=C(C=CC=C1)S(=O)(=O)C(C)C